C[C@@H]1N(CC[C@H]2[C@@H](CCC[C@H]12)[C@@H](C(F)(F)F)O)C(CC1=C(C(=NC=C1Cl)OC)Cl)=O 1-[(1S,4aR,5R,8aS)-1-methyl-5-[(1S)-2,2,2-trifluoro-1-hydroxy-ethyl]-3,4,4a,5,6,7,8,8a-octahydro-1H-isoquinolin-2-yl]-2-(3,5-dichloro-2-methoxypyridin-4-yl)ethanone